NCC1=NC(=CC2=C1CN(C2=O)C2=NC(=CC=C2)C2=NN=CN2C(CC)CC)C2(CC2)C 4-(aminomethyl)-6-(1-methylcyclopropyl)-2-{6-[4-(pentan-3-yl)-4H-1,2,4-triazol-3-yl]pyridin-2-yl}-2,3-dihydro-1H-pyrrolo[3,4-c]pyridin-1-one